diethyl ((5-bromopyridin-2-yl) methyl) phosphate P(=O)(OCC)(OCC)OCC1=NC=C(C=C1)Br